N-(4-{1-[5-(6-ethoxypyrazin-2-yl)-1,3-thiazole-2-carbonyl]piperazin-2-yl}pyrimidin-2-yl)cyclopropanesulfonamide formate C(=O)O.C(C)OC1=CN=CC(=N1)C1=CN=C(S1)C(=O)N1C(CNCC1)C1=NC(=NC=C1)NS(=O)(=O)C1CC1